6-(4-chlorophenyl)-N-(4-hydroxy-3-((2-(4-methylpiperazin-1-yl)ethyl)sulfonamido)phenyl)nicotinamide ClC1=CC=C(C=C1)C1=NC=C(C(=O)NC2=CC(=C(C=C2)O)NS(=O)(=O)CCN2CCN(CC2)C)C=C1